2-cyclohexyl-2-(9-fluorenylethyl)-1,3-dimethoxypropane C1(CCCCC1)C(COC)(COC)CCC1C2=CC=CC=C2C=2C=CC=CC12